The molecule is a glycoside that consists of alpha-D-galactosyl-(1->4)-beta-D-galactosyl-(1->4)-beta-D-glucose where the hydrogen of the anomeric OH group is substituted by a 3-(hexadecylsulfonyl)-2-[(hexadecylsulfonyl)methyl]propyl group. It is a glycoside, a sulfone and a trisaccharide derivative. CCCCCCCCCCCCCCCCS(=O)(=O)CC(CO[C@H]1[C@@H]([C@H]([C@@H]([C@H](O1)CO)O[C@H]2[C@@H]([C@H]([C@H]([C@H](O2)CO)O[C@@H]3[C@@H]([C@H]([C@H]([C@H](O3)CO)O)O)O)O)O)O)O)CS(=O)(=O)CCCCCCCCCCCCCCCC